3-(2-(di(methyl-d3) amino) ethyl)-1H-indol-4-yl dimethylcarbamate CN(C(OC1=C2C(=CNC2=CC=C1)CCN(C([2H])([2H])[2H])C([2H])([2H])[2H])=O)C